(1R,5S)-3-(4-iodo-1-(1-(tetrahydro-2H-pyran-2-yl)-1H-pyrazol-3-yl)-1H-pyrazolo[3,4-b]pyridin-6-yl)-8-oxa-3-azabicyclo[3.2.1]octane IC1=C2C(=NC(=C1)N1C[C@H]3CC[C@@H](C1)O3)N(N=C2)C2=NN(C=C2)C2OCCCC2